2-chloro-N-(2,6-dimethylphenyl)-3-phenylpropanamide ClC(C(=O)NC1=C(C=CC=C1C)C)CC1=CC=CC=C1